O=C1N(C(C2=CC=CC=C12)=O)C1C2(CC1C2)C(=O)[O-] 1,3-dioxoisoindolin-2-ylbicyclo[1.1.1]pentane-1-carboxylate